(1S,4r)-4-((5-(5-((4,4-difluoropiperidin-1-yl)methyl)pyridin-2-yl)-2-(((S)-2-fluorobutyl)amino)pyrimidin-4-yl)amino)cyclohexan-1-ol FC1(CCN(CC1)CC=1C=CC(=NC1)C=1C(=NC(=NC1)NC[C@H](CC)F)NC1CCC(CC1)O)F